nickel copper lithium [Li].[Cu].[Ni]